2-fluoro-N-((2R)-1-(7-(4-fluorophenyl)-9-methyl-3,9-diazaspiro[5.5]undecan-3-yl)-3-methyl-1-oxobutan-2-yl)-5-(trifluoromethyl)benzamide FC1=C(C(=O)N[C@@H](C(=O)N2CCC3(CC2)C(CN(CC3)C)C3=CC=C(C=C3)F)C(C)C)C=C(C=C1)C(F)(F)F